5-[(4R,10bS)-4-methyl-8-(9-oxa-3,7-diazabicyclo[3.3.1]non-3-yl)-3,4,6,10b-tetrahydro-1H-pyrazino[2,1-a]isoindol-2-yl]-2-deutero-quinoline-8-carbonitrile C[C@@H]1CN(C[C@H]2N1CC1=CC(=CC=C21)N2CC1CNCC(C2)O1)C1=C2C=CC(=NC2=C(C=C1)C#N)[2H]